3-[rel-(4S)-1-(2-fluoroprop-2-enoyl)-8-methoxy-3,4-dihydro-2H-quinolin-4-yl]-7-[[1-(2-hydroxyethyl)pyrazol-4-yl]amino]-1-methyl-4H-pyrimido[4,5-d]pyrimidin-2-one FC(C(=O)N1CC[C@@H](C2=CC=CC(=C12)OC)N1C(N(C2=NC(=NC=C2C1)NC=1C=NN(C1)CCO)C)=O)=C |o1:7|